FC(C(=O)/C(/C(=O)OC(C)(C)C)=C(\C)/NC)F Tert-butyl (2Z)-2-(difluoroacetyl)-3-(methylamino)but-2-enoate